C(C)C1=C(C(=CC=C1)OC(C)C)S(=O)(=O)N 2-ethyl-6-[(propan-2-yl)oxy]benzene-1-sulfonamide